5'-((((oxybis(ethane-2,1-diyl)) bis(oxy)) bis(pyridine-5,2-diyl)) bis(ethane-1,1-diyl)) dicarbamate C(N)(OC(C)C1=NC=C(C=C1)OCCOCCOC=1C=CC(=NC1)C(C)OC(N)=O)=O